5-butyl-3-ethyl-9-(1-methylcyclopropyl)pyrido[3,2-e][1,2,4]Triazolo[4,3-a]Pyrazine C(CCC)N1CC=2N(C3=C1C=C(C=N3)CC)C(=NN2)C2(CC2)C